CC1(OB(OC1(C)C)C=1C=C2CCCC(C2=CC1)NC(OC(C)(C)C)=O)C tert-butyl (6-(4,4,5,5-tetramethyl-1,3,2-dioxaborolan-2-yl)-1,2,3,4-tetrahydronaphthalen-1-yl)carbamate